O=C1N(CCNC2=C1C=CC(=C2)C(=O)O)C2COCC2 5-oxo-4-(tetrahydrofuran-3-yl)-2,3,4,5-tetrahydro-1,4-benzodiazepine-8-carboxylic acid